3-benzyl-1-(6-(1-methyl-1H-pyrazol-4-yl)pyridin-3-yl)-1-(trans-4-((5-(trifluoromethyl)pyridin-2-yl)amino)cyclohexyl)urea C(C1=CC=CC=C1)NC(N([C@@H]1CC[C@H](CC1)NC1=NC=C(C=C1)C(F)(F)F)C=1C=NC(=CC1)C=1C=NN(C1)C)=O